6-prenyl-2-isopropyl-5,7-dihydroxychromone C(C=C(C)C)C=1C(=C2C(C=C(OC2=CC1O)C(C)C)=O)O